CC(CC(C)=O)=O.[Rh+] rhodium (I) 2,4-pentanedione